5-fluoro-8-(4-fluorophenyl)-9-(2-methyl-4-oxo-1,3-diazaspiro-[4.4]non-1-en-3-yl)-8,9-dihydro-2H-pyrido[4,3,2-de]phthalazin-3(7H)-one-7-carboxylic acid tert-butyl ester C(C)(C)(C)OC(=O)N1C(C(C2=NNC(C=3C=C(C=C1C23)F)=O)N2C(=NC3(C2=O)CCCC3)C)C3=CC=C(C=C3)F